naphthalenedisulfonate Lithium [Li+].C=1(C(=CC=C2C=CC=CC12)S(=O)(=O)[O-])S(=O)(=O)[O-].[Li+]